diazo-indene [N+](=[N-])=C1C=CC2=CC=CC=C12